trans-N1-(tetrahydro-2H-pyran-4-yl)cyclohexane-1,4-diamine Bis(2,2,2-trifluoroacetate) FC(C(=O)O)(F)F.FC(C(=O)O)(F)F.O1CCC(CC1)N[C@@H]1CC[C@H](CC1)N